4-[(2S)-2-methyl-4-(prop-2-enyl)piperazin-1-yl]pyrido[2,3-d]pyrimidin-2(1H)-one C[C@@H]1N(CCN(C1)CC=C)C=1C2=C(NC(N1)=O)N=CC=C2